BrC(COC1OCCCC1)C 2-(2-bromopropyloxy)tetrahydro-2H-pyran